CN(CCCCCCCCCC)C dimethyldecylamine